1-(4-fluorophenyl)-2,5-dioxo-1,2,5,6,7,8-hexahydroquinoline-3-carboxylic acid methyl ester COC(=O)C=1C(N(C=2CCCC(C2C1)=O)C1=CC=C(C=C1)F)=O